ethyl 2-((1r,4r)-4-((4,6-difluoro-5-iodo-1-((2-(trimethylsilyl)ethoxy)methyl)-1H-benzo[d]imidazol-2-yl)oxy)cyclohexyl)acetate FC1=C(C(=CC=2N(C(=NC21)OC2CCC(CC2)CC(=O)OCC)COCC[Si](C)(C)C)F)I